C(C)(C)(C)OC(C(CC1=CC=C(C=C1)C)N1OCN(OC1)C1=C(C=CC(=C1)Cl)N1N=NC(=C1)Cl)=O 2-(4-(5-Chloro-2-(4-chloro-1H-1,2,3-triazol-1-yl)phenyl)-2,5-dioxapiperazin-1-yl)-3-(p-tolyl)propionic acid tert-butyl ester